FC(C1=NN(C(=C1)C(F)F)CC(=O)N1CCC(CC1)C=1SC=C(N1)C1=NOC(C1)C1=C(C=CC=C1)OS(=O)(=O)C)F Methanesulfonic acid 2-{3-[2-(1-{[3,5-bis(difluoromethyl)-1H-pyrazol-1-yl]acetyl}piperidin-4-yl)-1,3-thiazol-4-yl]-4,5-dihydro-1,2-oxazol-5-yl}phenyl ester